(1S,3aR,6aS)-octahydrocyclopenta[c]pyrrole C1NC[C@H]2[C@@H]1CCC2